3,7-Dimethyloctan-3-ylbenzoat CC(CC)(CCCC(C)C)OC(C1=CC=CC=C1)=O